N[C@@H](CC(CCC=C(C)C)C)[B-](F)(F)F.[K+].COC1=CC=C(CN2C(=CC=3C(=NC=4C=C(C=CC4C32)C3=NNC=C3)NCC3=CC=C(C=C3)OC)CO)C=C1 (1-(4-methoxybenzyl)-4-((4-methoxybenzyl)amino)-7-(1H-pyrazol-3-yl)-1H-pyrrolo[3,2-c]quinolin-2-yl)methanol Potassium ((1R)-1-amino-3,7-dimethyloct-6-en-1-yl)trifluoroborate